1-Cyclopropyl-5-(1-methyl-1H-pyrazol-5-yl)-3-(1H-pyrazol-5-yl)-1H-pyridine C1(CC1)N1CC(=CC(=C1)C1=CC=NN1C)C1=CC=NN1